2-(3-fluorocyclobutyl)pyrimidin-4-amine FC1CC(C1)C1=NC=CC(=N1)N